P(=O)(=O)[Mo] mono-phosphomolybdenum